C(C)C1=C(C=CC(=C1)N1[C@H]2CN([C@@H](C1)C2)C)NC2=NC=C(C(=N2)NCCCN2C(OC=CC2)=O)C#N 2-((2-ethyl-4-((1R,4R)-5-methyl-2,5-diazabicyclo[2.2.1]hept-2-yl)phenyl)amino)-4-((3-(2-oxo-1,3-oxazin-3-yl)propyl)amino)pyrimidine-5-carbonitrile